C(CCCCCCC)OC(NC1=CC(=C(C(=C1)C(C)(C)C)O)C(C)(C)C)=O.COC=1C=C2C=CC(=CC2=CC1)C[Sn](C)(C)C ((6-methoxynaphthalene-2-yl)methyl)trimethylstannane octyl-N-(3,5-di-tert-butyl-4-hydroxyphenyl)carbamate